FC=1C=C(C=C(C1F)F)NC(=O)C1CNCC1 3-[(3,4,5-trifluorophenyl)carbamoyl]pyrrolidin